methyl 4-(methoxymethylene)cyclohexane-1-carboxylate COC=C1CCC(CC1)C(=O)OC